(2S,4S)-4-(cyanomethyl)-5-oxopyrrolidin C(#N)C[C@@H]1CCNC1=O